tert-Butyl {[6-(chloromethyl)-5-methylpyridin-2-yl]oxy}acetate ClCC1=C(C=CC(=N1)OCC(=O)OC(C)(C)C)C